4-(4-acryloylpiperazin-1-yl)-6-chloro-7-(2-chloro-5-hydroxyphenyl)quinoline-3-carbonitrile C(C=C)(=O)N1CCN(CC1)C1=C(C=NC2=CC(=C(C=C12)Cl)C1=C(C=CC(=C1)O)Cl)C#N